ClC=1C=C2C=NC(=NC2=CC1C1CCN(CC1)[C@@H]1[C@@H](COC1)O)NC=1C=NN(C1C)C |o1:17,18| (3S,4S) or (3R,4R)-4-(4-{6-chloro-2-[(1,5-dimethyl-1H-pyrazol-4-yl)amino]quinazolin-7-yl}piperidin-1-yl)oxolan-3-ol